BrC1=CC(=CC=C1)COCC1=CC=C(C=C1)OC 1-bromo-3-(((4-methoxybenzyl)oxy)methyl)benzene